(2R,3R,4R,5S)-2-(hydroxymethyl)-5-((2-(prop-2-yn-1-yloxy)-6-(trifluoromethyl)pyrimidin-4-yl)amino)tetrahydro-2H-pyran-3,4-diol OC[C@H]1OC[C@@H]([C@H]([C@H]1O)O)NC1=NC(=NC(=C1)C(F)(F)F)OCC#C